N(=C=O)CCOCCN=C=O bis(isocyanato ethyl) ether